CN(C([O-])=O)CCC.C[NH2+]CCC N-methylpropylammonium methylpropylcarbamate